5-chloro-N-(1-isopropyl-1H-pyrazol-4-yl)-4-(((1R,4R)-4-(methylamino)cyclohexyl)methoxy)pyrimidin-2-amine ClC=1C(=NC(=NC1)NC=1C=NN(C1)C(C)C)OCC1CCC(CC1)NC